C(C)(=S)C=CC1=CC=CC=C1 thioacetylstyrene